2-(chloromethyl)-4-ethoxy-5-fluoropyridine ClCC1=NC=C(C(=C1)OCC)F